3-(3-methyl-4-(4-(piperazin-1-yloxy)but-1-yn-1-yl)-1H-pyrrolo[2,3-b]pyridin-1-yl)piperidine-2,6-dione trifluoroacetate FC(C(=O)O)(F)F.CC1=CN(C2=NC=CC(=C21)C#CCCON2CCNCC2)C2C(NC(CC2)=O)=O